3-(2-phenethyl-1,3-dioxolan-4-yl)-1,3-diphenylpropan-1-one C(CC1=CC=CC=C1)C1OCC(O1)C(CC(=O)C1=CC=CC=C1)C1=CC=CC=C1